COC(=O)C1CN(C1)CC1=CC=C(C=C1)C1=NOC(C1)C1=CC(=C(C=C1)OCC)Cl 1-(4-(5-(3-chloro-4-ethoxyphenyl)-4,5-dihydroisoxazol-3-yl)benzyl)azetidine-3-carboxylic acid methyl ester